butyl-para-phenylendiamin C(CCC)NC1=CC=C(C=C1)N